CN(C)C1=C(C=CC2=CC=CC=C12)C=O (dimethylamino)-2-naphthaldehyde